vitamin C lead [Pb].OC=1[C@H](OC(C1O)=O)[C@H](CO)O